6-methyl-2-(pyridin-2-yl)-N-(3-(4-(trifluoromethoxy)phenyl)propyl)thieno[2,3-d]pyrimidin-4-amine CC1=CC2=C(N=C(N=C2NCCCC2=CC=C(C=C2)OC(F)(F)F)C2=NC=CC=C2)S1